C1(CCCCC1)C=1C=C(C(=CC1O)C)C(C1=CC(=C(C=C1)O)O)C1=CC(=C(C=C1C)O)C1CCCCC1 bis(3-cyclohexyl-4-hydroxy-6-methylphenyl)-3,4-dihydroxyphenylmethane